FC1=C(N=C2N(C1=O)[C@H](CCN2CC=2OC=CN2)C(F)(F)F)N2[C@@H](COCC2)C (R)-3-Fluoro-2-((R)-3-methylmorpholin-4-yl)-9-oxazol-2-ylmethyl-6-trifluoromethyl-6,7,8,9-tetrahydro-pyrimido[1,2-a]-pyrimidin-4-one